(2-(1-(cyclopropylmethyl)-1H-pyrrolo[2,3-b]pyridin-2-yl)-7-methoxy-1-methyl-1H-benzo[d]imidazol-5-yl)((4aR,7aS)-hexahydropyrrolo[3,4-b][1,4]oxazin-6(2H)-yl)methanone C1(CC1)CN1C(=CC=2C1=NC=CC2)C2=NC1=C(N2C)C(=CC(=C1)C(=O)N1C[C@@H]2OCCN[C@@H]2C1)OC